ClC1=NC=C(C=N1)C(F)(F)F 2-chloro-5-(trifluoro-methyl)pyrimidine